(S)-N-(1-((1,1,1,3,3,3-hexafluoropropan-2-yl)oxy)-6-(3-(4-nitrobenzylformyl)guanidino)-2-oxohexan-3-yl)-2-methoxy-2-methylpropanamide FC(C(C(F)(F)F)OCC([C@H](CCCNC(=N)NC(=O)CC1=CC=C(C=C1)[N+](=O)[O-])NC(C(C)(C)OC)=O)=O)(F)F